CC1=NN(C=C1[N+](=O)[O-])C1(CC1)C#N 1-(3-methyl-4-nitro-pyrazol-1-yl)cyclopropanecarbonitrile